[Al].CC(CC(C)=O)=O (2,4-pentanedione) aluminum